racemic-trans-3-sulfanyl-1,2,3,4-tetrahydronaphthalen-2-ol S[C@H]1[C@@H](CC2=CC=CC=C2C1)O |r|